7-(1,3-dioxolan-2-yl)-3,3-difluoro-2,3-dihydrobenzofuran O1C(OCC1)C1=CC=CC=2C(COC21)(F)F